2-[4-(4-methoxyphenyl)-2-oxobenzopyran-7-yl]oxyacetamide COC1=CC=C(C=C1)C1=CC(OC2=C1C=CC(=C2)OCC(=O)N)=O